C[C@]12CCC(=O)C[C@@H]1CC[C@@H]3[C@@H]2CC[C@]4([C@H]3CCC4=O)C The molecule is the 5alpha-stereoisomer of androstane-3,17-dione. It has a role as a mouse metabolite. It is a 3-oxo-5alpha-steroid and an androstane-3,17-dione.